(1R,3S,5R)-2-(2-(3-acetyl-5-(2-aminopyrimidin-5-yl)-1H-indazol-1-yl)acetyl)-N-(6-bromopyrazin-2-yl)-2-azabicyclo[3.1.0]hexane-3-carboxamide C(C)(=O)C1=NN(C2=CC=C(C=C12)C=1C=NC(=NC1)N)CC(=O)N1[C@@H]2C[C@@H]2C[C@H]1C(=O)NC1=NC(=CN=C1)Br